acetic acid, (acetyloxy)-ethyl ester C(C)(=O)OCCOC(C)=O